[Si](C)(C)(C(C)(C)C)O[C@H]([C@H](C=1OC(=NN1)C1=CC=C(C=C1)CO[Si](C)(C)C(C)(C)C)NC1=C(C(=C(C#N)C=C1)Cl)C)C 4-(((1R,2S)-2-((tert-Butyldimethylsilyl)oxy)-1-(5-(4-(((tert-butyldimethylsilyl)oxy)-methyl)phenyl)-1,3,4-oxadiazol-2-yl)propyl)amino)-2-chloro-3-methylbenzonitrile